1-hydroxy-4-methyl-6-(2,4,4-trimethyl-amyl)-2-pyridone ethanolamine salt C(O)CN.ON1C(C=C(C=C1CC(CC(C)(C)C)C)C)=O